N=1C=CN2C1N=CC(=C2)C=2C=CN1N=C(N=C(C12)OC)N[C@H]1[C@H](CC1)OC 5-(imidazo[1,2-a]pyrimidin-6-yl)-4-methoxy-N-((1r,2s)-2-methoxycyclobutyl)pyrrolo[2,1-f][1,2,4]triazin-2-amine